altruronamide O=C[C@@H](O)[C@H](O)[C@H](O)[C@H](O)C(=O)N